C(C)(C)(C)[SiH](C1=CC2=C(S1)C(=CC=C2)CNCC(=O)OC)C(C)(C)C Methyl ((2-(di-tert-butylsilyl)benzo[b]thiophen-7-yl)methyl)glycinate